O[C@@]1(C(N(CC1)C)=O)C1=CC(=CC=C1)C1=NN(C(=C1C)C1=CN(C2=NC=CC=C21)S(=O)(=O)C2=CC=C(C)C=C2)COCC[Si](C)(C)C (3R)-3-hydroxy-1-methyl-3-(3-(4-methyl-5-(1-tosyl-1H-pyrrolo[2,3-b]pyridin-3-yl)-1-((2-(trimethylsilyl)ethoxy)methyl)-1H-pyrazol-3-yl)phenyl)pyrrolidin-2-one